C(C=C)(=O)N1CCC(CC1)[C@H]1CCNC=2N1N=C(C2C(=O)N)C2=CC(=C(C(=C2)OC)Br)OC |o1:10| (R or S)-7-(1-acryloylpiperidin-4-yl)-2-(4-bromo-3,5-dimethoxyphenyl)-4,5,6,7-tetrahydropyrazolo[1,5-a]pyrimidine-3-carboxamide